C(#N)C=1C=C(C=CC1)C=1N=C(SC1C1=CC(=NC(=C1)C)C)NC(=O)N1[C@@H](CNCC1)CO (2S)-N-[4-(3-cyanophenyl)-5-(2,6-dimethyl-4-pyridinyl)thiazol-2-yl]-2-(hydroxymethyl)piperazine-1-carboxamide